N-(9-hydroxy-8-methoxy-4,5-dihydronaphtho[2,1-d]isoxazol-3-yl)-2,6-dimethoxy-N-((2-(trimethylsilyl)ethoxy)methyl)benzenesulfonamide OC=1C(=CC=C2CCC=3C(=NOC3C12)N(S(=O)(=O)C1=C(C=CC=C1OC)OC)COCC[Si](C)(C)C)OC